methyl-6-(tert-butyl)-phenol CC1=C(C(=CC=C1)C(C)(C)C)O